1-(2-amino-4,5-dimethoxy-phenyl)propan-1-one NC1=C(C=C(C(=C1)OC)OC)C(CC)=O